COCCOCCN 2-(2-methoxyethoxy)ethane-1-amine